COC1=CC=2C=3C=C4C(=C(C3N(C2C=C1)CCN(C)C)C)C=CN=C4 2-(9-methoxy-5-methyl-6H-pyrido[4,3-b]carbazol-6-yl)-N,N-dimethylethan-1-amine